N[C@@H]1CC[C@H](CC1)OC1=CC=C2C(CC3(CCCC3)C=3C(=NC=NC23)N)=C1NCCOC 8-(trans-4-aminocyclohexoxy)-N7-(2-methoxyethyl)spiro[6H-benzo[h]quinazoline-5,1'-cyclopentane]-4,7-diamine